CN1N=NC2=C1C=CC(=C2C)[C@H](CC(=O)O)C2=CC(=C(C=C2)C)CN2C[C@H](OC1=C(C2)N=CC=C1)CC (R)-3-(1,4-dimethyl-1H-benzo[d][1,2,3]triazol-5-yl)-3-(3-(((R)-2-ethyl-2,3-dihydropyrido[2,3-f][1,4]oxazepin-4(5H)-yl)methyl)-4-methylphenyl)propanoic acid